NC1=C(C2=C(S1)C(C(CC2)(C2=CC=CC=C2)CC2=NC(=NO2)C)=O)C(=O)NC2CC2 2-Amino-N-cyclopropyl-6-((3-methyl-1,2,4-oxadiazol-5-yl)methyl)-7-oxo-6-phenyl-4,5,6,7-tetrahydrobenzo[b]thiophene-3-carboxamide